(1R,3S,5R)-3-Benzyl 2-tert-Butyl 5-(5-(Benzyloxy)pentyl)-2-azabicyclo[3.1.0]hexane-2,3-dicarboxylate C(C1=CC=CC=C1)OCCCCC[C@]12C[C@H](N([C@@H]2C1)C(=O)OC(C)(C)C)C(=O)OCC1=CC=CC=C1